8-(1-(2,6-dioxopiperidin-3-yl)-3-methyl-2-oxo-2,3-dihydro-1H-benzo[d]imidazol-4-yl)octanal O=C1NC(CCC1N1C(N(C2=C1C=CC=C2CCCCCCCC=O)C)=O)=O